N,N-Dimethylaminomethylmethacrylat CN(C)COC(C(=C)C)=O